CCCCCCCCC/C=C/[C@H]([C@H](CO)N)O The molecule is a sphingoid that is the C14-analogue of sphingosine. It is a sphingoid and an aminodiol. It is a conjugate base of a tetradecasphingosine(1+).